NC=1C(=NN2C1N=CC1=C2[C@@](CN1C(=O)NC=1C=NC(=C(C1)Cl)N1N=CC=N1)(C(F)(F)F)C)CC (R)-3-amino-N-(5-chloro-6-(2H-1,2,3-triazol-2-yl)pyridin-3-yl)-2-ethyl-8-methyl-8-(trifluoromethyl)-7,8-dihydro-6H-pyrazolo[1,5-a]pyrrolo[2,3-e]pyrimidine-6-carboxamide